Dichloromethyl(methyl)ether ClC(Cl)OC